NC1=NC2=C(C=N1)NN=N2 5-aminotriazolopyrimidine